FC1=C(CNS(=O)(=O)C2=CC=C(C=C2)[N+](=O)[O-])C=CC=C1 N-(2-Fluorobenzyl)-4-nitrobenzenesulfonamide